(R) and (S)-ethylbenzene-d1 C(C)C1=C(C=CC=C1)[2H]